(5-chloro-2-((1-cyclopropyl-1H-pyrazol-4-yl)amino)pyrimidin-4-yl)-N-(cyanomethyl)-2-fluorobenzamide ClC=1C(=NC(=NC1)NC=1C=NN(C1)C1CC1)C=1C(=C(C(=O)NCC#N)C=CC1)F